1-(4-tert-butylphenyl)-3-phenylpropane-1,3-dione boron difluoride [B](F)F.C(C)(C)(C)C1=CC=C(C=C1)C(CC(=O)C1=CC=CC=C1)=O